methyl (S)-2-benzyl-7-methyl-3-(((S)-piperidin-2-yl)methyl)-3,7,8,9-tetrahydro-6H-imidazo[4,5-f]quinoline-6-carboxylate C(C1=CC=CC=C1)C=1N(C=2C(=C3CC[C@@H](N(C3=CC2)C(=O)OC)C)N1)C[C@H]1NCCCC1